C1(CCC1)C1=CC(=C(C=C1C1=NN=C(N1)CCOC)C(=O)N1CCC(CC1)C1=CC=C(C=C1)C(F)(F)F)C (4-cyclobutyl-5-(5-(2-methoxyethyl)-4H-1,2,4-triazol-3-yl)-2-methylphenyl)(4-(4-(trifluoromethyl)phenyl)piperidin-1-yl)methanone